4'-Cyclopropyl-N-(4-(1-(difluoromethyl)-4-methyl-1H-imidazol-2-yl)benzyl)-5,6'-dimethoxy-[2,5'-bipyrimidin]-4-amine C1(CC1)C1=NC=NC(=C1C1=NC=C(C(=N1)NCC1=CC=C(C=C1)C=1N(C=C(N1)C)C(F)F)OC)OC